4-bromo-2-(trifluoromethyl)-benzenesulfonamide BrC1=CC(=C(C=C1)S(=O)(=O)N)C(F)(F)F